O[C@@H]1[C@H](CCCC1)NC(=O)C=1C=C(C=2N(N1)C=CC2)CC2=CC(=NC=C2)C2=CC=C(C=C2)C(NC)=O N-[(1S,2S)-2-Hydroxycyclohexyl]-4-[2-(4-methylcarbamoylphenyl)-pyridin-4-yl-methyl]-pyrrolo[1,2-b]pyridazin-2-carboxamid